FC1=C(C=CC=C1)C#CC1=CC=C(C(=O)NCC2CC(C2)O)C=C1 4-((2-fluorophenyl)ethynyl)-N-(((1s,3s)-3-hydroxycyclobutyl)methyl)benzamide